4-(4-chlorophenyl)-9-methyl-3-trifluoromethyl-indolopyranone ClC1=CC=C(C=C1)C=1C(C(OC=2C1N=C1C=CC=C(C12)C)=O)C(F)(F)F